8-(benzylsulfonyl)-3-fluoroindolo[2,1-b]quinazoline-6,12-dione C(C1=CC=CC=C1)S(=O)(=O)C=1C=C2C(C3=NC4=CC(=CC=C4C(N3C2=CC1)=O)F)=O